ClC1=CC=CC1 Chloro(cyclopentadiene)